5-(4-((3-bromo-2-(3-ethylureido)pyridin-4-yl)methyl)piperazin-1-yl)-6-fluoro-N-methylpicolinamide BrC=1C(=NC=CC1CN1CCN(CC1)C=1C=CC(=NC1F)C(=O)NC)NC(=O)NCC